ethyl isovalerate (ethyl isovalerate) C(C)C(C(=O)O)C(C)C.C(CC(C)C)(=O)OCC